CC(C)N 1-methylethan-1-amine